O1C(CC1)CN1C=NC2=C1C=C(C=C2)C(=O)O 1-(oxetan-2-ylmethyl)-benzo[d]imidazole-6-carboxylic acid